C(C)(C)(C)[S@@](=O)N[C@H](C)C=1C=C(C=C(C1)COCC1=CC=C(C=C1)OC)C1(CN(C1)C(=O)OC(C)(C)C)F tert-butyl 3-[3-[(1R)-1-[[(R)-tert-butylsulfinyl]amino]ethyl]-5-[(4-methoxyphenyl)methoxymethyl]phenyl]-3-fluoro-azetidine-1-carboxylate